(3R)-1-methylhexahydropyridine-3-amine CN1C[C@@H](CCC1)N